ClC1=CC=C(CNC(NC2=CC=C(CN3C(CN(CC3)C(=O)OC(C)(C)C)=O)C=C2)=O)C=C1 tert-butyl 4-(4-(3-(4-chlorobenzyl) ureido) benzyl)-3-oxopiperazine-1-carboxylate